The molecule is a ketoaldonic acid obtained by oxidation of the 8-hydroxy group of 3-deoxy-alpha-D-manno-oct-2-ulopyranosonic acid to the corresponding aldehyde. It is a ketoaldonic acid and an aldehyde. It is a conjugate acid of a (7R)-6-deoxy-D-manno-oct-7-ulosuronate. C1[C@H]([C@H]([C@H](O[C@]1(C(=O)O)O)[C@@H](C=O)O)O)O